2-(3,5-dimethyl-1-(4-((1,3,4-trioxo-1,2,3,4-tetrahydroisoquinolin-6-yl)carbamoyl)benzyl)-1H-pyrazol-4-yl)acetic acid CC1=NN(C(=C1CC(=O)O)C)CC1=CC=C(C=C1)C(NC=1C=C2C(C(NC(C2=CC1)=O)=O)=O)=O